2-oxo-4-[3-(trifluoromethyl)phenyl]-N-(2,3,4-trifluorophenyl)pyrrolidine-3-carboxamide O=C1NCC(C1C(=O)NC1=C(C(=C(C=C1)F)F)F)C1=CC(=CC=C1)C(F)(F)F